hafnium tributoxide [O-]CCCC.[O-]CCCC.[O-]CCCC.[Hf+3]